tert-butyl 3-(5-(4-((6-(4-(2,4-dioxotetrahydropyrimidin-1(2H)-yl)-3-fluorophenyl)-2-azaspiro[3.3]heptan-2-yl)methyl)-2-fluorophenyl)-4-methylpyrimidin-2-yl)isoxazole-5-carboxylate O=C1N(CCC(N1)=O)C1=C(C=C(C=C1)C1CC2(CN(C2)CC2=CC(=C(C=C2)C=2C(=NC(=NC2)C2=NOC(=C2)C(=O)OC(C)(C)C)C)F)C1)F